N-(2-bromo-6-chloro-1-oxido-pyridin-1-ium-3-yl)-2,2,2-trifluoro-acetamide BrC1=[N+](C(=CC=C1NC(C(F)(F)F)=O)Cl)[O-]